N5-(4'-methoxy-[1,1'-biphenyl]-3-yl)-N5-methyl-[1,2,4]triazolo[4,3-a]quinazoline-5,8-diamine COC1=CC=C(C=C1)C1=CC(=CC=C1)N(C1=NC=2N(C3=CC(=CC=C13)N)C=NN2)C